CN1N=NC(=C1NC(O[C@H](C)C=1C(=NC=CC1)Cl)=O)C1=NC=C(C=C1)NC(=O)C=1C=NN(C1)C (R)-1-(2-chloropyridin-3-yl)ethyl (1-methyl-4-(5-(1-methyl-1H-pyrazole-4-carboxamido)pyridin-2-yl)-1H-1,2,3-triazol-5-yl)carbamate